CN1C=CC=2C1=NC=CC2C2=C1CNC(C1=C(C=C2)NC2=CC(=NN2)C2CCNCC2)=O 4-(1-methylpyrrolo[2,3-b]pyridin-4-yl)-7-[[3-(4-piperidyl)-1H-pyrazol-5-yl]amino]isoindolin-1-one